1-(2-((2R,4aS,4bS,6aS,7R,11aS,11bS,13aR)-4a-ethyl-2-hydroxy-2,6a-dimethyloctadecahydro-1H-cyclohepta[a]phenanthren-7-yl)-2-oxoethyl)-1H-pyrazole-4-carbonitrile C(C)[C@]12[C@H]3CC[C@]4([C@H]([C@@H]3CC[C@@H]2C[C@](CC1)(C)O)CCCC[C@H]4C(CN4N=CC(=C4)C#N)=O)C